CN1N=NC2=C1C=CC(=C2C)C(C(C(=O)O)(C)C)C2=CC(=C(C=C2)C)CN2C[C@H](OC1=C(N=CC=3C=CC=CC13)C2)CC 3-(1,4-dimethyl-1H-benzo[d][1,2,3]triazol-5-yl)-3-(3-(((R)-2-ethyl-2,3-dihydro-[1,4]oxazepino[6,7-c]isoquinolin-4(5H)-yl)methyl)-4-methyl-phenyl)-2,2-dimethylpropanoic acid